1-Butyl-3-ethylimidazolium C(CCC)N1C=[N+](C=C1)CC